[2-hydroxy-2-(4-hydroxyphenyl)ethyl]-5-phenyl-octahydrocyclopenta[c]pyrrol-5-ol OC(CC1NCC2C1CC(C2)(O)C2=CC=CC=C2)C2=CC=C(C=C2)O